CC([C@H](C)NC(=O)C1=NNC(=C1NS(=O)(=O)C1=CC=C(C=C1)C)C1CCC(CC1)OC)(C)C N-((S)-3,3-dimethylbutan-2-yl)-5-((1s,4R)-4-methoxycyclohexyl)-4-((4-methylphenyl)sulfonamido)-1H-pyrazole-3-carboxamide